C(C)NCC(=O)NC1=CC=C(C=C1)C#CC#CC1=CC=CC=C1 2-(ethylamino)-N-[4-(4-phenylbutane-1,3-diynyl)phenyl]acetamide